NCCS(=O)(=O)O trans-taurine